CN1C(=NN=C1)C1CCN(CC1)C1=C(C#N)C=CC=C1 2-[4-(4-methyl-4H-1,2,4-triazol-3-yl)piperidin-1-yl]benzonitrile